5-amino-N-(2-{3-amino-4-[1-(methoxymethyl)cyclopropoxy]pyrrolidin-1-yl}-5,6,7,8-tetrahydroquinolin-6-yl)-2-methylthieno[2,3-d]pyrimidine-6-carboxamide NC1=C(SC=2N=C(N=CC21)C)C(=O)NC2CC=1C=CC(=NC1CC2)N2CC(C(C2)OC2(CC2)COC)N